8-bromo-7-chloro-6-(3-fluoro-2-pyridinyl)-4H-[1,2,4]Triazolo[4,3-a][1,4]Benzodiazepine BrC=1C=CC2=C(C(=NCC=3N2C=NN3)C3=NC=CC=C3F)C1Cl